O1C2=C(OCC1)C=C(C=C2)C=2C(=C(C#N)C=CC2)F 3-(2,3-dihydrobenzo[b][1,4]dioxin-6-yl)-2-fluorobenzonitrile